COC1=C(C=C2C3=C(N(C2=C1)C)C(=NC=C3)C)C3=CC=C(C=C3)NC(C3=CN=CC=C3)=O N-(4-(7-methoxy-1,9-dimethyl-9H-pyrido[3,4-b]indol-6-yl)phenyl)nicotinamide